C(C)OC1=C(C(=O)P(CC(C)C)(C(C2=C(C=CC=C2OCC)OCC)=O)=O)C(=CC=C1)OCC bis(2,6-diethoxybenzoyl)(2-Methylpropan-1-yl)phosphin oxide